C(C)(C)(C)OC(=O)NC1(CC2(C1)CCC2)C(=O)O 2-(tert-butoxycarbonylamino)spiro[3.3]Heptane-2-carboxylic acid